methyl 3-formyl-6-methoxy-1-methyl-1H-indole-2-carboxylate C(=O)C1=C(N(C2=CC(=CC=C12)OC)C)C(=O)OC